CN1N=C(N=C1)C1=C2C=CC(=NC2=CC=C1)C(=O)O 5-(1-methyl-1H-1,2,4-triazol-3-yl)quinoline-2-carboxylic acid